1-(1-(4-(4-Methoxyphenoxy)pyridin-2-yl)piperidin-4-yl)-3-(pyridin-3-yl)thiourea COC1=CC=C(OC2=CC(=NC=C2)N2CCC(CC2)NC(=S)NC=2C=NC=CC2)C=C1